8-cyclopentyl-6-(difluoromethyl-d)-2-((1-((methyl-d3)sulfonyl)piperidin-4-yl)amino)pyrido[2,3-d]pyrimidin-7(8H)-one C1(CCCC1)N1C(C(=CC2=C1N=C(N=C2)NC2CCN(CC2)S(=O)(=O)C([2H])([2H])[2H])C([2H])(F)F)=O